3-hydroxy-5,7-bis(methoxymethoxy)-2-(3,4,5-tris(methoxymethoxy)phenyl)chroman-4-one OC1C(OC2=CC(=CC(=C2C1=O)OCOC)OCOC)C1=CC(=C(C(=C1)OCOC)OCOC)OCOC